C1(CC1)C(=O)NC1=C2C(N(CC2=CC=C1)[C@H](CS(=O)(=O)C)C1=CC(=C(C=C1)OC)OCC)=O cyclopropyl-N-{2-[(1S)-1-(3-ethoxy-4-methoxyphenyl)-2-(methylsulfonyl)ethyl]-3-oxoisoindoline-4-yl}carboxamide